ICCC\C=C/C(OCCC)OCCC (2Z)-6-iodo-1,1-dipropoxy-2-hexene